NC(=O)NC(O)=O.ClC1=C(C=CC=C1)C=1N=C(SC1)NC(C1=NC=C(C=C1)N1CCN(CC1)C([C@H]1N(CCC1)C)=O)=O N-(4-(2-chlorophenyl)thiazol-2-yl)-5-(4-(methyl-prolyl)piperazin-1-yl)picolinamide AMINOCARBONYLCARBAMATE